FC=1C(=C(C=CC1F)[C@H]1[C@@H](O[C@]([C@H]1C)(C(F)(F)F)C)C(=O)NC=1C=NC(=CC1)[C@H]([C@@H](C)O)O)OC |o1:8,9,11,12| rel-(2R,3S,4S,5R)-3-(3,4-difluoro-2-methoxyphenyl)-N-(6-((1R,2R)-1,2-dihydroxypropyl)pyridin-3-yl)-4,5-dimethyl-5-(trifluoromethyl)tetrahydrofuran-2-carboxamide